2,7-dimethyloxythioxanthone COC1=CC=2C(C3=CC(=CC=C3SC2C=C1)OC)=O